[Br-].[C@H]12[C@@H](C[C@H](CC1)C2)[Zn+] ((1S,2R,4R)-bicyclo[2.2.1]hept-2-yl)zinc (II) bromide